ClC1=C(SC=C1)CCO 2-(3-chlorothien-2-yl)ethanol